FC1(CCC(CC1)[C@@H](C=1N=C2N(N=C(C=N2)CC2C(NC[C@@H](C2)C(F)(F)F)=O)C1)NC(OCC1=CC=CC=C1)=O)F benzyl ((1S)-(4,4-difluorocyclohexyl)(2-(((5R)-2-oxo-5-(trifluoromethyl)piperidin-3-yl)methyl)imidazo[1,2-b][1,2,4]triazin-6-yl)methyl)carbamate